3-(1-(4-Chlorobenzyl)-3-t-butylthio-5-isopropylindol-2-yl)-2,2-dimethylpropanoic acid ClC1=CC=C(CN2C(=C(C3=CC(=CC=C23)C(C)C)SC(C)(C)C)CC(C(=O)O)(C)C)C=C1